2-((3-chlorobenzyl)amino)-N-(6-oxaspiro[4.5]decan-9-yl)-N-(p-tolyl)acetamide ClC=1C=C(CNCC(=O)N(C2=CC=C(C=C2)C)C2CCOC3(CCCC3)C2)C=CC1